P(=O)(OC(CCCCCCCCCCCCCCCCC)C(C)CC)([O-])[O-] sec-butyloctadecyl phosphate